(3R)-3-amino-5-[(4-chlorophenyl)methyl]-1,1-dioxo-7-[5-(1,2,2,2-tetrafluoroethyl)-1,3,4-oxadiazol-2-yl]-2,3-dihydro-1λ6,5-benzothiazepin-4-one N[C@H]1CS(C2=C(N(C1=O)CC1=CC=C(C=C1)Cl)C=C(C=C2)C=2OC(=NN2)C(C(F)(F)F)F)(=O)=O